glycerin trilactate C(C(O)C)(=O)OCC(OC(C(O)C)=O)COC(C(O)C)=O